NCC1(CC1)CC(=O)OC methyl 2-(1-(aminomethyl)cyclopropyl)acetate